ClC=1C(=C(C=CC1Cl)O)C1=CC=2N(C=C1)C(=C(N2)CO)C2CC2 3,4-Dichloro-2-(3-cyclopropyl-2-(hydroxymethyl)imidazo[1,2-a]pyridin-7-yl)phenol